(S)-1-(2-(1-(2,2-difluorobenzo[d][1,3]dioxol-5-yl)ethoxy)pyridin-4-yl)-3-(trifluoromethyl)-5,6-dihydro-1H-indazol-7(4H)-one FC1(OC2=C(O1)C=CC(=C2)[C@H](C)OC2=NC=CC(=C2)N2N=C(C=1CCCC(C21)=O)C(F)(F)F)F